(2S,4S)-4-(tert-butylcarbonylamino)-5-ethoxy-2-methyl-5-oxopentanoic acid C(C)(C)(C)C(=O)N[C@@H](C[C@@H](C(=O)O)C)C(=O)OCC